CC1=CC=C2C(=N1)C=CN2C(=O)OC(C)(C)C tert-Butyl 5-methyl-1H-pyrrolo[3,2-b]pyridine-1-carboxylate